BrC1=CC(=CC(=N1)C[C@H](CO)NC(OC(C)(C)C)=O)C tert-Butyl (R)-(1-(6-bromo-4-methylpyridin-2-yl)-3-hydroxypropan-2-yl)carbamate